COCC=1NC(=NN1)C=1C(=CC(=C(C(=O)N2CCC(CC2)C2=C(C#N)C=CC=C2)C1)C)C (1-(5-(5-(methoxymethyl)-4H-1,2,4-triazol-3-yl)-2,4-dimethylbenzoyl)piperidin-4-yl)benzonitrile